1-[3-(3-Chloro-2-methylphenyl)-3-[(2-methoxyquinolin-7-yl)amino]pyrrolidin-1-yl]prop-2-en-1-one ClC=1C(=C(C=CC1)C1(CN(CC1)C(C=C)=O)NC1=CC=C2C=CC(=NC2=C1)OC)C